benzyl N-[2-(tert-butoxycarbonylamino)ethyl]-N-(2-pyrazol-1-ylethyl)carbamate C(C)(C)(C)OC(=O)NCCN(C(OCC1=CC=CC=C1)=O)CCN1N=CC=C1